(S)-1-(5-(4-fluoro-1H-pyrazol-1-yl)pyrazin-2-yl)ethan-1-amine FC=1C=NN(C1)C=1N=CC(=NC1)[C@H](C)N